3-((2-hydroxyphenyl)thio)cyclobutanone OC1=C(C=CC=C1)SC1CC(C1)=O